(S)-2-((((4-chlorobenzyl)oxy)carbonyl)amino)-4-(cyclopropyl(4-(5,6,7,8-tetrahydro-1,8-naphthyridin-2-yl)butyl)amino)butanoic acid ClC1=CC=C(COC(=O)N[C@H](C(=O)O)CCN(CCCCC2=NC=3NCCCC3C=C2)C2CC2)C=C1